[Si](C)(C)(C(C)(C)C)O[C@H](C)[C@@H]1N(C[C@H](CC1)NC=1C2=C(N=C(N1)Cl)NC=C2)C(=O)OCC2=CC=CC=C2 |r| Trans-racemic-benzyl 2-((R)-1-((tert-butyldimethylsilyl)oxy)ethyl)-5-((2-chloro-7H-pyrrolo[2,3-d]pyrimidin-4-yl)amino)piperidine-1-carboxylate